CC(C(=O)OCC(COC1=CC=C(C=C1)C(C=CC1=CC=CC=C1)=O)O)=C [2-Hydroxy-3-[4-(3-phenylprop-2-enoyl)phenoxy]propyl] 2-methylprop-2-enoate